OC1C(OC2=CC(=CC(=C2C1=O)O)O)C1=CC=C(C=C1)C1OC(C(C(C1O)O)O)CO 3,5,7-trihydroxy-2-(4-(3,4,5-trihydroxy-6-(hydroxymethyl)tetrahydro-2H-pyran-2-yl)phenyl)chroman-4-one